C(#N)C=1C=C(CNC(=O)[C@@H]2N([C@@H](CN(C2)S(=O)(=O)C2=CC=CC=C2)C)C(C(C)C)=O)C=CC1C=1OC=CC1 cis-N-(3-cyano-4-(furan-2-yl)benzyl)-1-isobutyryl-6-methyl-4-(phenylsulfonyl)piperazine-2-carboxamide